ClC1=C(C(=C(C=C1)NC(=O)NC1=CC=C(C=C1)F)F)C(=O)C=1C=C2N=C(C=NC2=CC1)N1CCOCC1 1-(4-chloro-2-fluoro-3-(3-morpholinoquinoxaline-6-carbonyl)phenyl)-3-(4-fluorophenyl)urea